tert-Butyl N-[3,4-dichloro-1-(cyanomethoxy)-10-iodo-6,7,8,9-tetrahydropyrido[1,2-a]indol-7-yl]carbamate ClC1=CC(=C2C(=C3N(C2=C1Cl)CC(CC3)NC(OC(C)(C)C)=O)I)OCC#N